Rac-tert-butyl (2R,5S)-2-(2-amino-3-chlorophenyl)-5-(propan-2-yl)morpholine-4-carboxylate NC1=C(C=CC=C1Cl)[C@@H]1CN([C@H](CO1)C(C)C)C(=O)OC(C)(C)C |r|